3-methyl-1-oxobutane-2-carbamate CC(C(C=O)NC(=O)[O-])C